1,2,3,4-Tetrahydro-pyrazin N1CCNC=C1